C(C)(C)(C)OC(=O)N[C@H]1CCC(C[C@@H]2N(C1=O)[C@@H](CC2)C(=O)OC)=CC methyl (3S,6S,10aR)-6-((tert-butoxycarbonyl)amino)-9-ethylidene-5-oxodecahydropyrrolo[1,2-a]azocine-3-carboxylate